COC=1C=C(C=C(C1)OC)C=1C(N(C2=CC(=NC=C2C1)NC1=C(C=CC=C1[N+](=O)[O-])C)CCCN1CCOCC1)=O 3-(3,5-dimethoxyphenyl)-7-((2-methyl-6-Nitrophenyl)amino)-1-(3-morpholinopropyl)-1,6-naphthyridin-2(1H)-one